ClCC(=O)NC=1C=CC=C2C(=CNC12)C1=NC(=NC=C1C)NC1=NN(C(=C1)C)C 2-chloro-N-(3-(2-((1,5-dimethyl-1H-pyrazol-3-yl)amino)-5-methylpyrimidin-4-yl)-1H-indol-7-yl)acetamide